(Z)-1-(4-amino-2-fluorobut-2-en-1-yl)-N,N,2-trimethyl-4-(4-(methylsulfonyl)phenyl)-1H-benzo[d]imidazole-6-carboxamide hydrochloride Cl.NC\C=C(\CN1C(=NC2=C1C=C(C=C2C2=CC=C(C=C2)S(=O)(=O)C)C(=O)N(C)C)C)/F